BrC=1C(=NC(=C(C1N)Br)C=1SC=CN1)C=1SC=CN1 3,5-dibromo-2,6-bis(thiazol-2-yl)pyridin-4-amine